N7-((S)-1-methylpyrrolidin-3-yl)-2-(1-(tetrahydro-2H-pyran-2-yl)-1H-pyrazol-5-yl)thieno[3,2-b]pyridine-5,7-diamine CN1C[C@H](CC1)NC1=C2C(=NC(=C1)N)C=C(S2)C2=CC=NN2C2OCCCC2